5-(1-(3-aminooxetan-3-yl)ethoxy)-7-bromo-N-(5-fluoroquinolin-6-yl)quinazolin-4-amine NC1(COC1)C(C)OC1=C2C(=NC=NC2=CC(=C1)Br)NC=1C(=C2C=CC=NC2=CC1)F